2,5-bis(2-ethylhexanoylperoxy)hexane C(C)C(C(=O)OOC(C)CCC(C)OOC(C(CCCC)CC)=O)CCCC